C(#C)C=1C(=CC=C2C=C(C=CC12)OCOC)F 8-ethynyl-7-fluoro-3-(methoxy-methoxy)naphthalene